FC=1C=2N(C=C(C1)NC(=O)C=1C=3N=C(C=NC3C(=CC1)N1CC(CC1)NC)OC)C=C(N2)C N-{8-fluoro-2-methylimidazo[1,2-a]pyridin-6-yl}-3-methoxy-8-[3-(methylamino)pyrrolidin-1-yl]quinoxaline-5-carboxamide